N1=CC(=CC=C1C(=O)N)C=1CCNCC1 1',2',3',6'-tetrahydro-[3,4'-bipyridyl]-6-carboxamide